5-(2,4-difluorophenyl)-2-[(3-fluorophenoxy)methyl]-6,7-dihydro-thiazolo[5,4-c]pyridin-4(5H)-one FC1=C(C=CC(=C1)F)N1C(C2=C(CC1)N=C(S2)COC2=CC(=CC=C2)F)=O